1-isocyanato-1-methylcyclopropane N(=C=O)C1(CC1)C